O=C(C(=O)NC=1C2=C(C=NC1)C=NN2)N2[C@H](CC[C@@H](C2)C)C=2C=CC1=C(N=C(S1)C13CN(C(CC1)CC3)C)C2 2-oxo-N-(1H-pyrazolo[4,3-c]pyridin-7-yl)-2-[(2R,5S)-5-methyl-2-[2-(2-methyl-2-azabicyclo[2.2.2]octan-4-yl)-1,3-benzothiazol-5-yl]-1-piperidyl]acetamide